FC1CN=C(NC1)NC1=C2C=NNC2=CC=C1 4-((5-fluoro-1,4,5,6-tetrahydropyrimidin-2-yl)amino)-1H-indazole